2-(Tert-Butyldimethylsiloxy)-N-(4-nitro-3-(6-azaspiro[2.5]octane-6-yl)phenyl)ethane-1-sulfonamide O([Si](C)(C)C(C)(C)C)CCS(=O)(=O)NC1=CC(=C(C=C1)[N+](=O)[O-])N1CCC2(CC2)CC1